C(CCCCCCC\C=C/CCCC)(=O)OCCCCCCCCCCCCCCCCCCCO 19-hydroxynonadecyl myristoleate